Methyl 2-((trans-4-(4-hydroxybutyl) cyclohexyl) amino)-2-methylpropionate OCCCC[C@@H]1CC[C@H](CC1)NC(C(=O)OC)(C)C